BrC1=C(N)C=C(C(=C1OC)C)OC 2-bromo-3,5-dimethoxy-4-methylaniline